7'-((1R,3R)-3-hydroxycyclohexyl)-2'-((3-(pyridin-4-yl)-1H-pyrazol-4-yl)amino)spiro[cyclopropane-1,5'-pyrrolo[2,3-d]pyrimidin]-6'(7'H)-one O[C@H]1C[C@@H](CCC1)N1C(C2(C3=C1N=C(N=C3)NC=3C(=NNC3)C3=CC=NC=C3)CC2)=O